5-(indolizine-2-carbonyl)-N-[(oxolan-2-yl)methyl]-2H,4H,5H,6H,7H-pyrazolo[4,3-c]pyridine-3-carboxamide C=1C(=CN2C=CC=CC12)C(=O)N1CC=2C(CC1)=NNC2C(=O)NCC2OCCC2